pentandioic anhydride C1(CCCC(=O)O1)=O